(3-chloro-2-fluorophenyl)-7-methoxyquinazolin-4-amine ClC=1C(=C(C=CC1)C1=NC2=CC(=CC=C2C(=N1)N)OC)F